ClC1=C(C=C(C(=C1)Cl)N1N=C(NC1=O)C)CC(=O)N (2,4-dichloro-5-(3-methyl-5-oxo-4,5-dihydro-1H-1,2,4-triazole-1-yl)phenyl)acetamide